O1COC2=C1C=CC(=C2)C2(N(CCC2C(=O)O)CC(=O)NC2=C(C=CC=C2CC)CC)C2=CC=C(C=C2)OCCC 1,3-benzodioxol-5-yl-1-[2-(2,6-diethylanilino)-2-oxoethyl]-2-(4-propoxyphenyl)pyrrolidine-3-carboxylic acid